1-[(2S)-oxetan-2-ylmethyl]-1H-benzimidazol O1[C@@H](CC1)CN1C=NC2=C1C=CC=C2